ClC=1C(=NC(=NC1Cl)N)Cl chloro-2-amino-4,6-dichloropyrimidine